N1(C=NC2=C1C=CC=C2)C=2C1=C(N=C(N2)NC2=C(C=C(C=C2)N2CCOCC2)OC)NC=C1 4-(1H-benzo[d]imidazol-1-yl)-N-(2-methoxy-4-morpholinophenyl)-7H-pyrrolo[2,3-d]pyrimidin-2-amine